N-isopropylamino-s-triazine-2,4-diamine C(C)(C)NNC1=NC=NC(=N1)N